butyl 3-allyl-4-{[(3-{[3-(allyloxy)benzyl]oxy}pyridin-4-yl) methyl]amino}-5-{[(3-fluoro-2-methoxyphenyl)amino]carbonothioyl}-6-oxo-3,6-dihydropyridine-1(2H)-carboxylate C(C=C)C1CN(C(C(=C1NCC1=C(C=NC=C1)OCC1=CC(=CC=C1)OCC=C)C(=S)NC1=C(C(=CC=C1)F)OC)=O)C(=O)OCCCC